4-benzyl-2,2-difluoro-5-(hydroxymethyl-d2)-6-methylmorpholin-3-one C(C1=CC=CC=C1)N1C(C(OC(C1C([2H])([2H])O)C)(F)F)=O